2-methyl-1H-imidazole-1-carboxylate CC=1N(C=CN1)C(=O)[O-]